3-(3-(1-(2-(5-((4,6-difluoro-1H-indol-5-yl)oxy)-2-fluorophenyl)-1H-imidazol-5-yl)-1-hydroxyethyl)phenyl)-2-fluoropropanoic acid FC1=C2C=CNC2=CC(=C1OC=1C=CC(=C(C1)C=1NC(=CN1)C(C)(O)C=1C=C(C=CC1)CC(C(=O)O)F)F)F